C(C)(C)(C)OC(=O)N1CCC(CC1)C1=CC=C(C=C1)N[C@H]1C(NC(CC1)=O)=O 4-[4-[[(3R)-2,6-dioxo-3-piperidinyl]amino]phenyl]piperidine-1-carboxylic acid tert-butyl ester